(1-cyclopropyl-1H-pyrazol-4-yl)-N-[(3S)-1-methylpiperidin-3-yl]amino-sulfonamide hydrochloride Cl.C1(CC1)N1N=CC(=C1)S(=O)(=O)NN[C@@H]1CN(CCC1)C